NCCC1=CC=C(C=C1)C1=C(C=C(C=C1)C#N)CN1C=NC(=C1)C(=O)NCC(C)C 1-[[2-[4-(2-aminoethyl)phenyl]-5-cyanophenyl]methyl]-N-(2-methylpropyl)imidazole-4-carboxamide